[Bi].CN(CCN1CC=2C=CC(=NC2CC1)NC=1N=CC2=C(N1)C(=NC(=C2)CCO)N2CCCCC2)C 2-[2-[[6-[2-(dimethylamino)ethyl]-7,8-dihydro-5H-1,6-naphthyridin-2-yl]amino]-8-piperidin-1-ylpyrido[3,4-d]pyrimidin-6-yl]ethanol Bismuth